NCC1(OC2=C(C1)C=C(C=C2[C@@H](C)NC2=NC=1N(C=C2)N=CC1C(=O)O)Cl)C 5-(((1R)-1-(2-(aminomethyl)-5-chloro-2-methyl-2,3-dihydrobenzofuran-7-yl)ethyl)amino)pyrazolo[1,5-a]pyrimidine-3-carboxylic acid